C(C)(C)(C)OC(C[C@@H]1OC(O[C@@H](C1)C=O)(C)C)=O.FC1=C(C(=C(C(=C1[B-](C1=C(C(=C(C(=C1F)F)F)F)F)(C1=C(C(=C(C(=C1F)F)F)F)F)C1=C(C(=C(C(=C1F)F)F)F)F)F)F)F)F.C[NH+](C)C methyldi(methyl)ammonium tetrakis(pentafluorophenyl)borate tert-butyl-(4R-Cis)-6-formyl-2,2-dimethyl-1,3-dioxane-4-acetate